ClC=1C=NN(C1C1=NN2C(N(C(CC2)=O)CC2=CC(=C(C=C2)C=2N(C=C(N2)C(F)(F)F)C(C)C)OCCOC)=N1)C(C)C 2-(4-chloro-1-isopropyl-1H-pyrazol-5-yl)-4-(4-(1-isopropyl-4-(trifluoromethyl)-1H-imidazol-2-yl)-3-(2-methoxyethoxy)benzyl)-6,7-dihydro-[1,2,4]triazolo[1,5-a]pyrimidin-5(4H)-one